C[C@H]1C(C(=C[C@@]2([C@@H]1CCC=1C(=NC(=NC21)C2=CC=NC1=CC=CC=C21)C2=CC=CC=C2)C)C#N)=O (6aR,7R,10aS)-7,10a-dimethyl-8-oxo-4-phenyl-2-(quinolin-4-yl)-5,6,6a,7,8,10a-hexahydrobenzo[h]quinazoline-9-carbonitrile